C(=O)(OC(C)(C)C)C(C=1C=NNC1)N 4-(Boc-aminomethyl)pyrazole